The molecule is a monocarboxylic acid comprising acrylic acid carrying a 3-amino substituent and having (Z)-stereochemistry. It derives from an acrylic acid. It is a conjugate acid of a (Z)-3-aminoacrylate. C(=C\\N)\\C(=O)O